11-(3,4-Dichlorobenzoyl)-5,6,9,10,11,12-hexahydro-4H-[1,2]oxazolo[3,4-c]pyrido[4',3':3,4]-pyrazolo[1,5-a]azepine-5-carboxamide ClC=1C=C(C(=O)N2CC=3C(=NN4C3C=3C(CC(C4)C(=O)N)=CON3)CC2)C=CC1Cl